CN1CC(C1)(C)[C@](O)(C1=CC=C(C=C1)C(C)C)C=1C=NC=C(C1)C1=NC(=NO1)CO (R)-(1,3-dimethyl-azetidin-3-yl)-[5-(3-hydroxymethyl-[1,2,4]Oxadiazol-5-yl)-pyridin-3-yl]-(4-isopropyl-phenyl)-methanol